(trimethoxysilylpropyl)-hexadecyl-dimethyl-ammonium chloride [Cl-].CO[Si](OC)(OC)CCC[N+](C)(C)CCCCCCCCCCCCCCCC